[5-(cyclopropylmethylsulfanyl)pyrrolo[2,3-b]pyridin-1-yl]methanol C1(CC1)CSC=1C=C2C(=NC1)N(C=C2)CO